Allyl 3-(((benzyloxy) carbonyl) (methyl) amino)-4-morpholino-4-oxobutanoate C(C1=CC=CC=C1)OC(=O)N(C(CC(=O)OCC=C)C(=O)N1CCOCC1)C